CC=1C=C(C=C(C1)OCC1CO1)OCC=C 2-[(5-methyl-1,3-phenylene)bis(oxymethylene)] bisethylene oxide